C1(CCCC=2C3=CC=CC=C3CC12)[Ti] tetrahydrofluorenyl-titanium